2-(2-((2-ethyl-6-(4-(2-(3-fluoroazetidin-1-yl)-2-oxoethyl)piperazin-1-yl)imidazo[1,2-a]pyridin-3-yl)(methyl)amino)thiazol-4-yl)-5-fluorobenzonitrile C(C)C=1N=C2N(C=C(C=C2)N2CCN(CC2)CC(=O)N2CC(C2)F)C1N(C=1SC=C(N1)C1=C(C#N)C=C(C=C1)F)C